O-(((2S,6R)-6-(6-(((E)-1-methylpyrrolidin-2-ylidene)amino)-9H-purin-9-yl)-4-tritylmorpholin-2-yl)methyl) S-hydrogen (S)-dimethylphosphoramidothioate CN([P@](OC[C@@H]1CN(C[C@@H](O1)N1C2=NC=NC(=C2N=C1)/N=C\1/N(CCC1)C)C(C1=CC=CC=C1)(C1=CC=CC=C1)C1=CC=CC=C1)(S)=O)C